1-methyl-cyclopropanecarbaldehyde CC1(CC1)C=O